ClC=1C(=C(C=CC1)\C\1=C(/C2=C(C=3C=CNC3C=C2)CCC1)\C1=CC=C(C=C1)C=C1CN(CC1)CCCF)C (Z)-7-(3-chloro-2-methylphenyl)-6-(4-((1-(3-fluoropropyl)pyrrolidin-3-ylidene)methyl)phenyl)-3,8,9,10-tetrahydrocyclohepta[e]indole